N1(NCCCC1)C(=O)[O-] diazinanecarboxylate